2-(4-{[2-(3-{[6-(1-cyano-1-methylethyl)pyridin-3-yl]amino}prop-1-yn-1-yl)-1-(2,2,2-trifluoroethyl)-1H-indol-4-yl]methyl}piperazin-1-yl)-N,N-dimethylacetamide C(#N)C(C)(C)C1=CC=C(C=N1)NCC#CC=1N(C2=CC=CC(=C2C1)CN1CCN(CC1)CC(=O)N(C)C)CC(F)(F)F